FC1=C(C(=CC=C1)F)C=1C=CC(=NC1)CN(C(=O)C1=CC2=NC(=C3C(=C2N1)COC3)NC(OC(C)(C)C)=O)C(COC)COC tert-butyl (2-(((5-(2,6-difluorophenyl)pyridin-2-yl)methyl)(1,3-dimethoxypropan-2-yl)carbamoyl)-6,8-dihydro-1H-furo[3,4-d]pyrrolo[3,2-b]pyridin-5-yl)carbamate